NCC1=CN(N=C1)C 4-(aminomethyl)-2-methyl-pyrazol